C(C)(C)(C)OC(C[C@H]1NC[C@@H](C1)O)=O O-tert-butyl-L-β-homohydroxyproline